4-(4-Hydroxy-2,5-dimethylphenyl)-6-methylbenzene-1,3-diol OC1=CC(=C(C=C1C)C1=C(C=C(C(=C1)C)O)O)C